4-(dimethylamino)-1-(7-(5-methylthiophene-2-carbonyl)-2,7-diazaspiro[3.5]nonan-2-yl)but-2-en-1-one CN(CC=CC(=O)N1CC2(C1)CCN(CC2)C(=O)C=2SC(=CC2)C)C